2-[(2R)-3-(3,4-dihydro-1H-isoquinolin-2-yl)-2-hydroxy-propyl]-4,4-dimethyl-6-(4-piperidinyloxy)-3H-isoquinolin-1-one C1N(CCC2=CC=CC=C12)C[C@H](CN1C(C2=CC=C(C=C2C(C1)(C)C)OC1CCNCC1)=O)O